2-(((1H-benzo[d]imidazol-5-yl)methyl)thio)-4-ethyl-6-(4-methyl-1,4-diazepan-1-yl)pyridine-3,5-dicarbonitrile N1C=NC2=C1C=CC(=C2)CSC2=NC(=C(C(=C2C#N)CC)C#N)N2CCN(CCC2)C